[Si]([O-])([O-])([O-])[O-].[Cu+2].[Fe+2] iron-copper silicate